CN[C@H](C(=O)NCCOC1=NC(=NC(=C1)NC=1SC(=CN1)C1=CC=CC=C1)C)C (S)-2-(methylamino)-N-[2-[2-methyl-6-[(5-phenylthiazol-2-yl)amino]pyrimidin-4-yl]oxyethyl]propanamide